BrC1=CC2=C(C(=NO2)C2C(NC(CC2)=O)=O)C=C1 3-(6-bromobenzo[d]isoxazol-3-yl)piperidine-2,6-dione